N-(4-((4-(dimethylamino)phenyl)amino)benzyl)-1-ethyl-5-oxopyrrolidine-3-carboxamide CN(C1=CC=C(C=C1)NC1=CC=C(CNC(=O)C2CN(C(C2)=O)CC)C=C1)C